CC(C(=O)N1CC2(CC2C1)C#CC1=NC=CC=C1)(C)C 2,2-dimethyl-1-(1-(pyridin-2-ylethynyl)-3-azabicyclo[3.1.0]hexan-3-yl)propan-1-one